(4-(3-hydroxyoxetan-3-yl)phenyl)(4-(4-(trifluoromethyl)phenyl)piperazin-1-yl)methanone OC1(COC1)C1=CC=C(C=C1)C(=O)N1CCN(CC1)C1=CC=C(C=C1)C(F)(F)F